(R)-2-(N-(1-(1-(naphthalen-1-yl)ethyl)piperidin-4-yl)methylsulfonamido)-N-(2-oxo-2-((prop-2-yn-1-yl-1,1-d2)amino)ethyl)acetamide C1(=CC=CC2=CC=CC=C12)[C@@H](C)N1CCC(CC1)N(S(=O)(=O)C)CC(=O)NCC(NC(C#C)([2H])[2H])=O